(3S)-3-({2-[2-(trifluoromethoxy)phenyl][1,2,4]triazolo[1,5-c]quinazolin-5-yl}amino)azepan-2-one FC(OC1=C(C=CC=C1)C1=NN2C(=NC=3C=CC=CC3C2=N1)N[C@@H]1C(NCCCC1)=O)(F)F